N2-(18-oxo-2,5,8,11,14-pentaoxa-17-azahenicosan-21-oyl)-Nω-((2,2,4,6,7-pentamethyl-2,3-dihydrobenzofuran-5-yl)sulfonyl)-L-arginine O=C(NCCOCCOCCOCCOCCOC)CCC(=O)N[C@@H](CCCNC(NS(=O)(=O)C=1C(=C(C2=C(CC(O2)(C)C)C1C)C)C)=N)C(=O)O